2-[3-(4-Chloro-3-isopropyloxyphenyl)-1-ethyl-1H-1,2,4-triazol-5-yl]-N-[(3-cyanophenyl)methyl]acetamide ClC1=C(C=C(C=C1)C1=NN(C(=N1)CC(=O)NCC1=CC(=CC=C1)C#N)CC)OC(C)C